C(C1=CC=CC=C1)[C@@H]1C[C@H](CN1)C#N (3R,5S)-5-Benzylpyrrolidine-3-carbonitrile